N1=CC=C2C1=CN=C2 pyrrolo[2,3-c]pyrrole